C(CCC)(=O)N1CCC(CC1)COC=1C(C=C(OC1)CN1CC2=CC=CC=C2C1)=O 5-((1-butyrylpiperidin-4-yl)methoxy)-2-(isoindolin-2-ylmethyl)-4H-pyran-4-one